CC1(CN(CC2=CC(=CC=C12)C1=CC=C(C=C1)C(F)(F)F)CCCO)C 3-(4,4-dimethyl-7-(4-(trifluoromethyl)phenyl)-3,4-dihydroisoquinolin-2(1H)-yl)propan-1-ol